(1H-indol-3-yl)-6-anilino-3,4-dihydroisoquinoline-2(1H)-carboxamide N1C=C(C2=CC=CC=C12)C1N(CCC2=CC(=CC=C12)NC1=CC=CC=C1)C(=O)N